2-[4-(2-Hydroxyethyl)piperazin-1-yl]ethan OCCN1CCN(CC1)CC